CC1=NC(=NC=C1S(=O)(=O)N1CC2(C1)CN(C2)C2CCOCC2)C(F)(F)F 2-[4-methyl-2-(trifluoromethyl)pyrimidin-5-yl]sulfonyl-6-(oxan-4-yl)-2,6-diazaspiro[3.3]heptane